CN1N=C(C2=CC=C(C=C12)N1C([C@@H]([C@H](CC1)NC)C)=O)C1C(NC(CC1)=O)=O 3-(1-methyl-6-((3R,4S)-3-methyl-4-(methylamino)-2-oxopiperidin-1-yl)-1H-indazol-3-yl)piperidine-2,6-dione